C(CCCCCCCCCCC)C(C(CC(C(C(C(=O)O)(CC(C(CCCCCCCCCCCC)(C)C)O)CC(C(CCCCCCCCCCCC)(C)C)O)(O)C(=O)O)C(=O)O)O)(C)C tris(dodecyl-dimethyl-2-hydroxypropyl)-citric acid